[N+](=O)([O-])C1=C(C=CC=C1)C(C)OC(=O)Cl.CC1(CCN(CC1)C(=O)N[C@@H]1[C@H](CCCC1)N1CCN(CC1)C(C)C)C1=NOC(=N1)C |r| rac-4-methyl-4-(5-methyl-1,2,4-oxadiazol-3-yl)-N-{(1S,2S)-2-[4-(propan-2-yl)piperazin-1-yl]cyclohexyl}piperidine-1-carboxamide 1-(2-nitrophenyl)ethyl-carbonochloridate